Methyl (E)-3-(4-(2-(1-(5-bromo-3-cyano-4-(4-cyano-3-fluorophenyl)pyridin-2-yl)piperidine-4-yl)ethyl)phenyl)acrylate BrC=1C(=C(C(=NC1)N1CCC(CC1)CCC1=CC=C(C=C1)/C=C/C(=O)OC)C#N)C1=CC(=C(C=C1)C#N)F